2-(5-(2-(((S)-((S)-7-fluoro-1,2,3,4-tetrahydro-1,5-naphthyridin-3-yl)(phenyl)methyl)amino)ethyl)-2-methylphenyl)acetic acid FC1=CN=C2C[C@@H](CNC2=C1)[C@@H](C1=CC=CC=C1)NCCC=1C=CC(=C(C1)CC(=O)O)C